tert-butyl (1-((2-fluoro-5-(hydroxymethyl) phenyl) sulfonyl)azetidin-3-yl)(methyl)carbamate FC1=C(C=C(C=C1)CO)S(=O)(=O)N1CC(C1)N(C(OC(C)(C)C)=O)C